2'-Amino-5-(2-(methylamino)ethoxy)-6'-((pyridin-2-ylmethyl)thio)-[2,4'-bipyridine]-3',5'-dicarbonitrile NC1=NC(=C(C(=C1C#N)C1=NC=C(C=C1)OCCNC)C#N)SCC1=NC=CC=C1